N=1N=CC(C=C2C1C=CC=C2)=O 4-BENZODIAZEPINONE